CC(C)(CCC(C)(OOC=1C=C(C=CC1)C)C)OOC=1C=C(C=CC1)C 2,5-dimethyl-2,5-bis(m-toluyl-peroxy)hexane